5-bromo-6-cyano-3-pyridyl 3-deoxy-3-[4-(4-chloro-thiazol-2-yl)-1H-1,2,3-triazol-1-yl]-2-O-methyl-1-thio-α-D-galactopyranoside ClC=1N=C(SC1)C=1N=NN(C1)[C@@H]1[C@H]([C@@H](SC=2C=NC(=C(C2)Br)C#N)O[C@@H]([C@@H]1O)CO)OC